(S)-1-cyclobutyl-N-(4-fluoro-3-(1-((6-methylthieno[2,3-b]pyrazin-3-yl)amino)ethyl)phenyl)-1H-pyrazole-4-carboxamide C1(CCC1)N1N=CC(=C1)C(=O)NC1=CC(=C(C=C1)F)[C@H](C)NC1=CN=C2C(=N1)SC(=C2)C